5-{[3-bromo-4-[(2,4-difluorobenzyl)oxy]-6-methyl-2-oxopyridin-1(2H)-yl]methyl}-2-furoic acid methyl ester COC(=O)C=1OC(=CC1)CN1C(C(=C(C=C1C)OCC1=C(C=C(C=C1)F)F)Br)=O